tert-Butyl 3-((2-((2,4-dichlorophenoxy)methyl)pyridin-4-yl)methylene)azetidine-1-carboxylate ClC1=C(OCC2=NC=CC(=C2)C=C2CN(C2)C(=O)OC(C)(C)C)C=CC(=C1)Cl